[C@H]12CN(C[C@H](CC1)N2)C2=NC(=NC1=C(C(=CC=C21)C2=CC(=CC1=CC=CC=C21)O)F)N2CC(CC2)O 1-(4-((1R,5S)-3,8-diazabicyclo[3.2.1]octan-3-yl)-8-fluoro-7-(3-hydroxynaphthalen-1-yl)quinazolin-2-yl)pyrrolidin-3-ol